8-(5-chloro-2-fluorophenyl)quinazolin ClC=1C=CC(=C(C1)C=1C=CC=C2C=NC=NC12)F